CNC(=O)C1=CN=C(N=N1)N[C@@H]1C[C@H](CC1)NC1=CC=C(C=N1)N1C(C=CC=C1)=O N-Methyl-3-(((1S,3S)-3-((2-oxo-2H-[1,3'-bipyridin]-6'-yl)amino)cyclopentyl)amino)-1,2,4-triazine-6-carboxamide